(3-fluoro-4-methylpiperidin-4-yl)-3-methoxy-4-(prop-2-yn-1-ylamino)benzamide FC1CNCCC1(C)C1=C(C(=O)N)C=CC(=C1OC)NCC#C